[Na].SC1=[N+](C=CC=C1)[O-] mercaptopyridine-1-oxide sodium salt